phenol-sodium salt [Na].C1(=CC=CC=C1)O